2-((2R,3S,4S,5R)-3-(3,4-difluoro-2-methoxyphenyl)-4,5-dimethyl-5-(trifluoromethyl)tetrahydrofuran-2-carboxamido)isonicotinamide FC=1C(=C(C=CC1F)[C@H]1[C@@H](O[C@]([C@H]1C)(C(F)(F)F)C)C(=O)NC=1C=C(C(=O)N)C=CN1)OC